ClC=1C(=NC(=NC1)NC=1C=NN(C1)CC1=CC=C(C=C1)[N+](=O)[O-])NC1=NN(C=C1)C(=O)OC(C)(C)C tert-butyl 3-((5-chloro-2-((1-(4-nitrobenzyl)-1H-pyrazol-4-yl) amino) pyrimidin-4-yl) amino)-1H-pyrazole-1-carboxylate